6-(5-(6-isopropyl-2-methoxypyridin-3-yl)imidazo[2,1-b][1,3,4]thiadiazol-2-yl)octahydropyrano[2,3-c]pyrrol-4-amine C(C)(C)C1=CC=C(C(=N1)OC)C1=CN=C2SC(=NN21)N2CC1C(C2)C(CCO1)N